Ethyl 3-((6-phenylpyridazin-3-yl)amino)adamantane-1-carboxylate C1(=CC=CC=C1)C1=CC=C(N=N1)NC12CC3(CC(CC(C1)C3)C2)C(=O)OCC